C(C)(C)(C)N1C=NC2=C1C=C(C=C2)OC2=C(C=C(C=C2Cl)N2N=C(C(NC2=O)=O)C#N)Cl 2-(4-((1-(tert-butyl)-1H-benzo[d]imidazol-6-yl)oxy)-3,5-dichlorophenyl)-3,5-dioxo-2,3,4,5-tetrahydro-1,2,4-triazine-6-carbonitrile